C(C)(C)(C)OC(=O)N1[C@H](CN(C[C@H]1C)CC1=NC=C(C=C1)Br)C (2S,6R)-4-((5-bromopyridin-2-yl)methyl)-2,6-dimethylpiperazine-1-carboxylic acid tert-butyl ester